3-(4-nitro-[1,1'-biphenyl]-3-yl)-1H-pyrazole [N+](=O)([O-])C1=C(C=C(C=C1)C1=CC=CC=C1)C1=NNC=C1